FC(C(=O)O)(F)F.O1C(OCC1)CN1N=CC(=C1)C=1C=C(C=C2C3=C(N(C12)CC)C(=NC=C3)C)Cl 8-(1-((1,3-Dioxolan-2-yl)methyl)-1H-pyrazol-4-yl)-6-chloro-9-ethyl-1-methyl-9H-pyrido[3,4-b]indole trifluoroacetate